3-fluoropenta-1,3-diene FC(C=C)=CC